2,2'-bipyridine-4,4'-bisphosphonic acid N1=C(C=C(C=C1)P(O)(=O)O)C1=NC=CC(=C1)P(O)(=O)O